1-methyl-4-(5-((S)-5-methyl-3,4,5,6-tetrahydropyridin-2-yl)benzo[d]thiazol-2-yl)piperidin-2-one CN1C(CC(CC1)C=1SC2=C(N1)C=C(C=C2)C2=NC[C@H](CC2)C)=O